1-[trans-4-cyanotetrahydro-2H-pyran-3-yl]-3-[(1-hydroxy-3,4-dihydro-2,1-benzoxaborole-7-yl)amino]-pyrazole-4-carboxamide C(#N)[C@H]1[C@@H](COCC1)N1N=C(C(=C1)C(=O)N)NC=1C=CCC2COB(C21)O